O1COC2=C1C=CC(=C2)C=CC(=O)N2CCC(CC2)OC=2C=CC=C1C(=NN(C21)C)C2C(NC(CC2)=O)=O 3-(7-((1-(3-(Benzo[d][1,3]dioxol-5-yl)acryloyl)piperidin-4-yl)oxy)-1-methyl-1H-indazol-3-yl)piperidine-2,6-dione